(R)-4-cyclopropyl-N-((5-(imidazo[1,2-a]pyridin-7-yl)-2,3-dihydro-1H-inden-4-yl)carbamoyl)-6,7-dihydro-4H-pyrazolo[5,1-c][1,4]oxazine-2-sulfonamide C1(CC1)[C@H]1OCCN2C1=CC(=N2)S(=O)(=O)NC(NC2=C1CCCC1=CC=C2C2=CC=1N(C=C2)C=CN1)=O